COC(C1=CC(=C(C=C1)C)CN)=O methyl-3-(aminomethyl)-4-methyl-benzoate